3-(4-bromo-1-methyl-1H-imidazol-5-yl)pyridin-2-amine BrC=1N=CN(C1C=1C(=NC=CC1)N)C